3-Amino-6-bromo-2-chloroisonicotinamide NC1=C(C(=O)N)C=C(N=C1Cl)Br